C(C1=NN(C=C1NC1=NC=C(C(=N1)NCCCN1C(CCCC1)=O)C(F)(F)F)C1CCN(CC1)C)([2H])([2H])[2H] 1-(3-((2-((3-methyl-d3-1-(1-methylpiperidin-4-yl)-1H-pyrazol-4-yl)amino)-5-(trifluoromethyl)pyrimidin-4-yl)amino)propyl)piperidin-2-one